FC=1C=C(C=CC1C)C=1N=NN(C1)[C@H]1[C@H]([C@H](O[C@@H]([C@@H]1OC)CC1=NOC(=C1)C1CCOCC1)CO)O (2R,3R,4S,5R,6R)-4-(4-(3-fluoro-4-methylphenyl)-1H-1,2,3-triazol-1-yl)-2-(hydroxymethyl)-5-methoxy-6-((5-(tetrahydro-2H-pyran-4-yl)isoxazol-3-yl)methyl)tetrahydro-2H-pyran-3-ol